ClC=1C=C(C=CC1OCC1=NC=CC=C1)NC1=NC=NC2=CC=C(C(=C12)OC)N N4-(3-Chloro-4-(pyridin-2-ylmethoxy)phenyl)-5-methoxyquinazoline-4,6-diamine